O1C(=CC=C1)C1=CC(=NC(=C1)N1CCOCC1)N1CCN(CC1)CC[C@@H]1CC[C@H](CC1)NC(=O)N1CCOCC1 N-(trans-4-(2-(4-(4-(furan-2-yl)-6-morpholinopyridin-2-yl)piperazin-1-yl)ethyl)cyclohexyl)morpholine-4-carboxamide